C(C)S(=O)(=O)C=1C2=C(SC1C1=NC3=C(C=NC(=C3)C(F)(F)F)N1C)CCC2 2-[3-(ethylsulfonyl)-5,6-dihydro-4H-cyclopenta[b]thiophen-2-yl]-3-methyl-6-(trifluoromethyl)-3H-imidazo[4,5-c]pyridine